ClC=1C(=C(C=CC1F)C(NS(=O)C(C)(C)C)C=1C=NC(=C(C1)F)C(F)(F)F)F N-((3-chloro-2,4-difluorophenyl)(5-fluoro-6-(trifluoro-methyl)pyridin-3-yl)methyl)-2-methylpropane-2-sulfinamide